C12(CC3CC(CC(C1)C3)C2)C(C(NC=2C=NC=CC2)=O)N(C(C#C[Si](C(C)C)(C(C)C)C(C)C)=O)C2=CC(=C(C=C2)OCC2CC2)Cl N-(1-((3r,5r,7r)-adamantan-1-yl)-2-oxo-2-(pyridin-3-ylamino)ethyl)-N-(3-chloro-4-(cyclopropyl-methoxy)phenyl)-3-(triisopropylsilyl)propiolamide